C(C)N[C@@H]1C2=C(S[C@@H](C1)C)SC=C2 (4S,6R)-4-Ethylamino-6-methyl-5,6-dihydro-4H-thieno[2,3-b]thiopyran